OC1=C(C(=NN1C1=NC=C(C=C1)S(=O)(=O)C)C)C1=NC=C(C(=O)O)C=C1 6-(5-hydroxy-3-methyl-1-(5-(methylsulfonyl)pyridin-2-yl)-1H-pyrazol-4-yl)nicotinic acid